17-((R)-but-3-en-2-yl)-10,13-dimethylhexadecahydro-1H-cyclopenta[a]phenanthrene-3,7-diyl diacetate C(C)(=O)OC1CCC2(C3CCC4(C(CCC4C3C(CC2C1)OC(C)=O)[C@H](C)C=C)C)C